4-(1-methoxy-1-oxopropan-2-yl)benzoic acid COC(C(C)C1=CC=C(C(=O)O)C=C1)=O